CC1=C(OC2=CC=C(C=C2)C2=CC=C(C=C2)OC2=C(C=C(C=C2)N)C)C=CC(=C1)N 4,4'-bis(2-methyl-4-aminophenoxy)biphenyl